CC1(NC(CC1)C1(CNCC1)C)C 2,2-dimethyl-5-(3-methylpyrrolidin-3-yl)pyrrolidine